[I-].[N+]1(=CC=CC=C1)N pyridine-1-ium-1-amine iodide